9-chloro-2-(naphthalen-1-yl)phenanthren ClC=1C2=CC=CC=C2C=2C=CC(=CC2C1)C1=CC=CC2=CC=CC=C12